2-amino-N-cyclopropyl-5-{2-[(1S)-1-cyclopropylethyl]-1-oxo-7-[(3R)-oxolan-3-yloxy]-2,3-dihydro-1H-isoindol-5-yl}pyrazolo[1,5-a]pyrimidine-3-carboxamide NC1=NN2C(N=C(C=C2)C=2C=C3CN(C(C3=C(C2)O[C@H]2COCC2)=O)[C@@H](C)C2CC2)=C1C(=O)NC1CC1